C(C=C)(=O)N1C[C@H](CCC1)C=1C=NC=CC1C1=CC(=C(CNC(=O)C2=NC(=NO2)C2(CC2)C)C=C1)C (R)-N-(4-(3-(1-acryloylpiperidin-3-yl)pyridin-4-yl)-2-methylbenzyl)-3-(1-methylcyclopropyl)-1,2,4-oxadiazole-5-carboxamide